C(C)(C)(C)N1N=C(C=2C1=NC=NC2N)C=2NC1=CC=CC=C1C2 1-(tert-Butyl)-3-(1H-indol-2-yl)-1H-pyrazolo[3,4-d]pyrimidin-4-amine